(2R,3S,4R,5R)-2-(2-(1H-pyrazolo[3,4-b]quinolin-7-yl)ethyl)-5-(4-amino-7H-pyrrolo[2,3-d]pyrimidin-7-yl)tetrahydrofuran-3,4-diol N1N=CC=2C1=NC1=CC(=CC=C1C2)CC[C@H]2O[C@H]([C@@H]([C@@H]2O)O)N2C=CC1=C2N=CN=C1N